NC1=NC=C(C2=C1C(=NN2C(C)C)C2=CC(=C(C=C2F)NS(=O)(=O)C2=C(C=CC(=C2)OC([2H])([2H])[2H])F)F)C2CCC(CC2)N2CCOCC2 N-(4-(4-amino-1-isopropyl-7-((1r,4r)-4-morpholinocyclohexyl)-1H-pyrazolo[4,3-c]pyridin-3-yl)-2,5-difluorophenyl)-2-fluoro-5-(methoxy-d3)benzenesulfonamide